3-bromo-N-phenylbutanamide BrC(CC(=O)NC1=CC=CC=C1)C